NC1=NC(=C(C=C1C=1C=C2CCNC(C2=CC1)=O)C1=CC=C(C=C1)C=1CN(CC1)C(C)C)F 6-(2-amino-6-fluoro-5-(4-(1-isopropyl-2,5-dihydro-1H-pyrrol-3-yl)phenyl)pyridin-3-yl)-3,4-dihydroisoquinolin-1(2H)one